N-((R)-1-(((R)-4-hydroxy-3-oxo-1-((R)-2-oxopyrrolidin-3-yl)butan-2-yl)amino)-4-methyl-1-oxopentan-2-yl)-4-methoxy-1-propyl-1H-indole-2-carboxamide OCC([C@@H](C[C@@H]1C(NCC1)=O)NC([C@@H](CC(C)C)NC(=O)C=1N(C2=CC=CC(=C2C1)OC)CCC)=O)=O